1-hydroxy-4-methyl-2,6-bis-tertiary-butylbenzene OC1=C(C=C(C=C1C(C)(C)C)C)C(C)(C)C